(R)-2-[2-chloro-4-(4-chlorophenoxy)phenyl]-1-(1,2,4-triazol-1-yl)pent-3-en-2-ol Platinum (0) [Pt].ClC1=C(C=CC(=C1)OC1=CC=C(C=C1)Cl)[C@@](CN1N=CN=C1)(C=CC)O